fluoro-3-((4-methoxybenzyl)thio)naphthalen-1-ol FC1=C(C2=CC=CC=C2C=C1SCC1=CC=C(C=C1)OC)O